C(OC1=C(C=C(C(=C1)SCCC)OC([2H])([2H])[2H])CC(C)N)([2H])([2H])[2H] 1-(2,5-bis(methoxy-d3)-4-(propylthio)phenyl)propan-2-amine